C1(CCC1)N1N=C(C=C1)NC1=NN=C(S1)C(=O)O 5-((1-Cyclobutyl-1H-pyrazol-3-yl)amino)-1,3,4-thiadiazole-2-carboxylic acid